(2,3-dihydroxypropyl)-2,4,6-triiodoisophthalamide OC(CC=1C(=C(C(=C(C(=O)N)C1I)I)C(=O)N)I)CO